tert-butyl (E)-3-(2-(5-(4-methoxybenzyl)-4-oxo-3-(trifluoromethyl)-4,5-dihydro-1H-pyrrolo[2,3-d]pyridazin-1-yl)ethoxy)acrylate COC1=CC=C(CN2N=CC3=C(C2=O)C(=CN3CCO/C=C/C(=O)OC(C)(C)C)C(F)(F)F)C=C1